methyl (Z)-3-methoxy-2-[4-methoxy-2-methyl-5-(3-methylpyrazol-1-yl)phenoxy]prop-2-enoate CO\C=C(\C(=O)OC)/OC1=C(C=C(C(=C1)N1N=C(C=C1)C)OC)C